tert-butyl N-[(10R,11E,14S)-10-methyl-9-oxo-3,8-diazatricyclo[13.3.1.02,7]nonadeca-1(19),2(7),3,5,11,15,17-heptaen-14-yl]carbamate trifluoroacetate FC(C(=O)O)(F)F.C[C@H]\1C(NC=2C=CC=NC2C=2C=CC=C([C@H](C/C=C1)NC(OC(C)(C)C)=O)C2)=O